C1(=CC=CC2=CC=CC=C12)P(C1=CC=C(C=C1)C1=NC2=NC=CC=C2C=C1)(C1=CC=CC2=CC=CC=C12)=O bis(1-naphthyl)-4-(1,8-naphthyridin-2-yl)phenylphosphine oxide